ClCC1OC(OC1)=O 4-chloromethyl-[1,3]dioxolan-2-one